SCCCCO[Si](OC)(OC)C 3-mercaptopropylmethyltrimethoxysilane